ClC1=CC(=C(C=N1)C=1N=CC(=NC1)OC1CCN(CC1)C(=O)OC(C)(C)C)F tert-Butyl 4-((5-(6-chloro-4-fluoropyridin-3-yl) pyrazin-2-yl)oxy)piperidine-1-carboxylate